2-Amino-N-{1-[8-chloro-1-cyano-5-(1,1-dioxidothiomorpholin-4-yl)imidazo[1,5-a]pyridin-6-yl]ethyl}pyrazolo[1,5-a]pyrimidine-3-carboxamide NC1=NN2C(N=CC=C2)=C1C(=O)NC(C)C=1C=C(C=2N(C1N1CCS(CC1)(=O)=O)C=NC2C#N)Cl